The molecule is a trimethyl-substituted thiazolidine carboxylic acid derived by cleavage of and loss of C=O from the azetidine ring of penicillanic acid. It is a member of thiazolidines and a monocarboxylic acid. It derives from a penicillanic acid. CC1N[C@H](C(S1)(C)C)C(=O)O